CC1(CC(CCC1)(O)CN1N=CC=C1C)C 3,3-dimethyl-1-((5-methyl-1H-pyrazol-1-yl)methyl)cyclohexanol